2-((5-((4-(3-((2-((1S)-1-((tetrahydro-2H-pyran-2-yl)oxy)ethyl)-1H-imidazol-1-yl)methyl)isoxazol-5-yl)phenyl)ethynyl)pyridin-2-yl)methyl)-2,6-diazaspiro[3.4]octan-7-one O1C(CCCC1)O[C@@H](C)C=1N(C=CN1)CC1=NOC(=C1)C1=CC=C(C=C1)C#CC=1C=CC(=NC1)CN1CC2(C1)CNC(C2)=O